C1(=CC=CC=C1)C1=C(C=CC=C1)C1=C(C(=C(C(=C1C1=CC=CC=C1)C1=C(C=CC=C1N(C1=CC=CC=C1)C1=CC=CC=C1)C1=CC=CC=C1)C1=C(C=CC=C1N(C1=CC=CC=C1)C1=CC=CC=C1)C1=CC=CC=C1)N)N di(phenyl)bis(diphenylaminobiphenylyl)biphenyldiamine